C(C=C)(=O)OCCC[Si](OC)(OC)OC 3-acryloxypropyltrimethoxy-silane